C(C1=CC=CC=C1)=CC1=C(C=CC=C1N=C=O)N=C=O benzylidene-2,6-diisocyanatotoluene